N-acetoxy-1-[9-ethyl-6-{2-methyl-4-(3,3-dimethyl-2,4-dioxolanylmethyloxy)benzoyl}-9H-carbazol-3-yl]ethane-1-imine C(C)(=O)ON=C(C)C=1C=CC=2N(C3=CC=C(C=C3C2C1)C(C1=C(C=C(C=C1)OCC1OC(OC1)(C)C)C)=O)CC